2,3,4-trimethyl-hexane tert-Butyl-4-[3-(4-methoxycarbonylimidazol-1-yl)cyclobutoxy]piperidine-1-carboxylate C(C)(C)(C)OC(=O)N1CCC(CC1)OC1CC(C1)N1C=NC(=C1)C(=O)OC.CC(C)C(C(CC)C)C